C(C)N(C1[NH+](CC=CN1CC)CC)CC 2-diethylamino-1,3-diethyl-1,6-dihydropyrimidinium